N-hydroxy-2-{6-[(6-fluoro-quinolin-2-ylmethyl)-amino]-3-aza-bicyclo[3.1.0]hex-3-yl}pyrimidine-5-carboxamide ONC(=O)C=1C=NC(=NC1)N1CC2C(C2C1)NCC1=NC2=CC=C(C=C2C=C1)F